FC=1C=C(C=NC1)C=1C(=NC2=CC(=CC(=C2C1)C(C)NC1=C(C(=O)O)C=CC=C1)C)C 2-((1-(3-(5-fluoropyridin-3-yl)-2,7-dimethylquinolin-5-yl)ethyl)amino)benzoic acid